C(C)(C)OP(=O)(OC(C)C)CP(=O)(OCC)CC[C@H]1OC([C@H]2[C@@H]1OC(O2)(C)C)OC (3aR,6R,6aR)-6-[2-[diisopropoxyphosphorylmethyl-(ethoxy)phosphoryl]ethyl]-4-methoxy-2,2-dimethyl-3a,4,6,6a-tetrahydrofuro[3,4-d][1,3]dioxole